2,6-difluorophenyl-4-methyl-1-pyridazin-3-yl-4H-[1,2,4]triazolo[4,3-a][1,4]benzodiazepine FC1=C(C(=CC=C1)F)C1(C=2N(C3=C(C=N1)C=CC=C3)C(=NN2)C=2N=NC=CC2)C